(2R)-2-({2-chloro-5H,6H,7H-cyclopenta[d]pyrimidin-4-yl}(methyl)amino)propanoic acid ClC=1N=C(C2=C(N1)CCC2)N([C@@H](C(=O)O)C)C